C(C)(C)(C)OC(=O)N1CCC(CC1)N1CC2=CC=CC=C2CC1=O 4-(3-oxo-3,4-dihydroisoquinolin-2(1H)-yl)piperidine-1-carboxylic acid tert-butyl ester